N-(8-[4-[(dimethylamino)methyl]-3,5-dimethoxyphenyl]-6-methyl-5-oxo-2,6-naphthyridin-3-yl)-3-[2-(2-[[2-(2,6-dioxopiperidin-3-yl)-1,3-dioxoisoindol-5-yl]amino]ethoxy)ethoxy]propanamide CN(C)CC1=C(C=C(C=C1OC)C1=CN(C(C=2C=C(N=CC12)NC(CCOCCOCCNC=1C=C2C(N(C(C2=CC1)=O)C1C(NC(CC1)=O)=O)=O)=O)=O)C)OC